N-(2-chloro-4-(trifluoromethyl)phenyl)-2-(2-(3,6-dihydro-2H-pyran-4-yl)-6-((2S,5R)-2,5-dimethylpiperazin-1-yl)-5-ethyl-7-oxo-[1,2,4]triazolo[1,5-a]pyrimidin-4(7H)-yl)acetamide ClC1=C(C=CC(=C1)C(F)(F)F)NC(CN1C=2N(C(C(=C1CC)N1[C@H](CN[C@@H](C1)C)C)=O)N=C(N2)C=2CCOCC2)=O